BrC1=CN=CC2=CC=C(C=C12)C=O 4-bromoisoquinoline-6-carbaldehyde